5-(4-chlorobenzyl)-8-isopropyl-2-(pyridin-4-yl)-2,5,8-triazaspiro[3.5]-nonane-6,9-dione ClC1=CC=C(CN2C3(CN(C3)C3=CC=NC=C3)C(N(CC2=O)C(C)C)=O)C=C1